O[C@H](CC(=O)N[C@@H](C)C1=CC(=CC=C1)OCC(F)(F)F)C(C)(C)C (R)-3-hydroxy-4,4-dimethyl-N-((S)-1-(3-(2,2,2-trifluoroethoxy)phenyl)ethyl)pentanamide